C(C)OC(=C)C1=NC=CC(=N1)CS(=O)(=O)OC methyl (2-(1-ethoxyvinyl)pyrimidin-4-yl)methylsulfonate